(2S)-3-[(2-methoxyethoxy)methoxy]-2-(4-{[tris(propan-2-yl)silyl]oxy}phenyl)propanoic acid COCCOCOC[C@@H](C(=O)O)C1=CC=C(C=C1)O[Si](C(C)C)(C(C)C)C(C)C